3,7-Dimethyl-1,3,6-octatriene CC(C=C)=CCC=C(C)C